P1=C(C=CC=2C3=CC=CC=C3C=CC12)C1=C(C(=O)O)C=CC=C1 phosphaphenanthryl-benzoic acid